Phosphonamidate P([O-])(=O)N